C1(CC1)C1=CC(=NC=C1)C1=NSC(=N1)NC1=NC=CC=C1C(F)(F)F 3-(4-Cyclopropylpyridin-2-yl)-N-(3-(trifluoromethyl)pyridin-2-yl)-1,2,4-thiadiazol-5-amine